C1(=NC=CC2=CC=CC=C12)C(=O)NCC1=NOC(C1)CC=1N=CSC1 3-((isoquinoline-1-carboxamido)methyl)-5-(thiazol-4-ylmethyl)-4,5-dihydroisoxazole